4-((6-(azetidin-1-yl)-[1,2,4]triazolo[1,5-a]pyridin-2-yl)amino)-6-chloro-N-methylpyridazine-3-carboxamide N1(CCC1)C=1C=CC=2N(C1)N=C(N2)NC2=C(N=NC(=C2)Cl)C(=O)NC